C(#N)C=1C=C(C(=O)NC2CCC(CC2)NC2=CC=CC=3N2C=C(N3)C(F)(F)F)C=CC1 3-cyano-N-[(1s,4s)-4-{[2-(trifluoromethyl)imidazo[1,2-a]pyridin-5-yl]amino}cyclohexyl]benzamide